C(CCC)/C(/C(=O)O)=C\C butylcrotonic acid